C(CC(C)C)OC(C=C)=O isoamylacrylate